1,2,3,4-Tetrahydroacridin-9-ol C1CCCC2=NC3=CC=CC=C3C(=C12)O